ethylenetricarbonitrile C(=C(C#N)C#N)C#N